C(C)OC(=O)C1=NN(C(=C1C1CCC1)N)C 5-amino-4-cyclobutyl-1-methyl-1H-pyrazole-3-carboxylic acid ethyl ester